[N+](=O)(OCN1C(C2=CC=3C(N(C(C3C=C2C1=O)=O)CCS(=O)C)=O)=O)[O-] (6-(2-(Methylsulfinyl)ethyl)-1,3,5,7-tetraoxo-3,5,6,7-tetrahydropyrrolo[3,4-f]isoindol-2(1H)-yl)methyl nitrate